1-(3-bromophenyl)propan-1-ol tert-Butyl-4-(5-((2,6-dioxopiperidin-3-yl)amino)pyridin-2-yl)piperazine-1-carboxylate C(C)(C)(C)C1N(CCN(C1)C1=NC=C(C=C1)NC1C(NC(CC1)=O)=O)C(=O)OC(CC)C1=CC(=CC=C1)Br